(3S,4R)-3-(((benzyloxy)carbonyl)amino)-4-fluoropyrrolidine-1-carboxylic acid tert-butyl ester C(C)(C)(C)OC(=O)N1C[C@@H]([C@@H](C1)F)NC(=O)OCC1=CC=CC=C1